O[C@@H](C)C=1N(C=CN1)CC1=NOC(=C1)C1=CC=C(C=C1)C#CC1=CC=C(CN2C(COCC2)C(=O)O)C=C1 4-(4-((4-(3-((2-((S)-1-hydroxyethyl)-1H-imidazol-1-yl)methyl)isoxazol-5-yl)phenyl)ethynyl)benzyl)morpholin-3-carboxylic acid